4,4'-[(4-hydroxy-3-ethoxyphenyl)methylene]bis(2,3,6-trimethylethylphenol) OC1=C(C=C(C=C1)C(C1=C(C(=C(C(=C1)C)O)CCC)C)C1=C(C(=C(C(=C1)C)O)CCC)C)OCC